N-((6S,7S)-5-((R)-3,3-difluoro-2-hydroxypropanoyl)-6-((2-fluoro-[1,1'-biphenyl]-3-yl)methyl)-5-azaspiro[2.4]heptan-7-yl)-1,1-difluoromethanesulfonamide FC([C@@H](C(=O)N1CC2(CC2)[C@@H]([C@@H]1CC=1C(=C(C=CC1)C1=CC=CC=C1)F)NS(=O)(=O)C(F)F)O)F